CP(O)(O)=O.CP(O)(O)=O.OCC(CO)(CO)CO pentaerythritol bis(methyl phosphonate)